1,3,5-trichloro-2-methoxybenzene ClC1=C(C(=CC(=C1)Cl)Cl)OC